N,N-diphenylcarbodiimide C1=CC=C(C=C1)N=C=NC2=CC=CC=C2